5-((trans-3,4-dihydroxypiperidin-1-yl)methyl)benzo[c]isoxazole-3-carboxylic acid ethyl ester C(C)OC(=O)C1=C2C(=NO1)C=CC(=C2)CN2C[C@H]([C@@H](CC2)O)O